calcium bis(2-methylprop-2-enoate) CC(C(=O)[O-])=C.CC(C(=O)[O-])=C.[Ca+2]